N-(3-Ethyl-3,5,5-triethyl-cyclohexyl)-3-formyl-amino-2-hydroxy-benzamide Bis(2-mercaptoethyl)4,4'-thiodibutyrate SCCOC(CCCSCCCC(=O)OCCS)=O.C(C)C1(CC(CC(C1)(CC)CC)NC(C1=C(C(=C(C=C1)N)C=O)O)=O)CC